CNCCN1N=C(C=C1)C=1C=NC2=CC=C(C=C2C1)C=1N=CNC1C1=NC(=CC=C1)C N-methyl-2-[3-[6-[5-(6-methyl-2-pyridyl)-1H-imidazol-4-yl]-3-quinolyl]pyrazol-1-yl]ethanamine